Di-secbutoxymagnesium C(C)(CC)O[Mg]OC(C)CC